sodium (2S,5R)-2-(N-(methylsulfonyl)carbamimidoyl)-7-oxo-1,6-diazabicyclo[3.2.1]octan-6-yl sulfate S(=O)(=O)(ON1[C@@H]2CC[C@H](N(C1=O)C2)C(NS(=O)(=O)C)=N)[O-].[Na+]